6-(2-chlorophenyl)-2-{[3-chloro-4-(piperazin-1-yl)-5-(trifluoromethyl)phenyl]amino}imidazo[1,2-a]pyrimido[5,4-e]pyrimidin-5(6H)-one ClC1=C(C=CC=C1)N1C=2N(C3=C(C1=O)C=NC(=N3)NC3=CC(=C(C(=C3)C(F)(F)F)N3CCNCC3)Cl)C=CN2